guanosine 5'-[γ-thio]triphosphate C1=NC2=C(N1[C@H]3[C@@H]([C@@H]([C@H](O3)COP(=O)(O)OP(=O)(O)OP(=S)(O)O)O)O)N=C(NC2=O)N